CC(C)(C(CC(CC)=O)=O)C 2,2-dimethyl-heptane-3,5-dione